FC(C1=NN=C(O1)C1=CC=C(S1)CN1N=C(N=N1)C1=CC2=C(N=C(S2)N)C=C1)F 6-[2-[[5-[5-(difluoromethyl)-1,3,4-oxadiazol-2-yl]thiophen-2-yl]methyl]tetrazol-5-yl]-1,3-benzothiazol-2-amine